(S)-6-((4-((2-hydroxy-1-phenylethyl)amino)-5-(3-(quinuclidin-4-yl)-1,2,4-oxadiazol-5-yl)pyridin-2-yl)amino)-4,4-dimethylisochroman-1-one OC[C@H](C1=CC=CC=C1)NC1=CC(=NC=C1C1=NC(=NO1)C12CCN(CC1)CC2)NC=2C=C1C(COC(C1=CC2)=O)(C)C